1-((2S,5R)-5-((7H-pyrrolo[2,3-d]pyrimidin-4-yl)amino)-2-meth-ylpiperidin-1-yl)prop-2-en-1-one phosphate salt P(=O)(O)(O)O.N1=CN=C(C2=C1NC=C2)N[C@@H]2CC[C@@H](N(C2)C(C=C)=O)C